[N+](=O)([O-])C1=C(C=CC=C1)OC nitro-anisole